C(C)(C)(C)OC(N(CC#CC=1N(C2=CC=CC(=C2C1)N[C@@H]1CNC(CC1)(C)C)CC(F)(F)F)C1=C(C=C(C=C1)P(=O)(C)C)OC)=O (S)-(4-(dimethylphosphoryl)-2-methoxyphenyl)(3-(4-((6,6-dimethylpiperidin-3-yl)amino)-1-(2,2,2-trifluoroethyl)-1H-indol-2-yl)prop-2-yn-1-yl)carbamic acid tert-butyl ester